OCC=[NH2+] 2-hydroxyethyl-1-ylammonium